FC(C(=O)O)(F)F.N[C@H]1CC=C[C@@H](NC1)CO ((2R,6S)-6-amino-2,5,6,7-tetrahydro-1H-azepin-2-yl)methanol trifluoroacetic acid salt